F[C@H]1CN(CC[C@H]1NC1=C2C=C(N(C2=CC=C1)CC(F)(F)F)C1=NOC(=N1)CNC(=O)C=1SC(=CC1)COC(C)C)C N-[[3-[4-[[(3S,4R)-3-fluoro-1-methyl-4-piperidyl]amino]-1-(2,2,2-trifluoroethyl)indol-2-yl]-1,2,4-oxadiazol-5-yl]methyl]-5-(isopropoxymethyl)thiophene-2-carboxamide